N1C[C@@H](OCC1)CNC(OC(C)(C)C)=O 1,1-Dimethylethyl [(2R)-2-morpholinylmethyl]carbamate